Ethyl (R)-3-(4-((3-(4'-(tert-butyl)-[1,1'-biphenyl]-4-yl)-1-oxo-1-((4-(trifluoromethyl)phenyl)amino) propan-2-yl)amino)benzamido)propanoate C(C)(C)(C)C1=CC=C(C=C1)C1=CC=C(C=C1)C[C@H](C(NC1=CC=C(C=C1)C(F)(F)F)=O)NC1=CC=C(C(=O)NCCC(=O)OCC)C=C1